C1(CC=NC2=C1C1=CC3=CC=CC=C3C=C1C=C2)=O Anthrapyridon